4H,5H,6H,7H-[1,2,3]Triazolo[1,5-a]Pyridin-4-one N1=NC=C2N1CCCC2=O